C(C(C)C)(=O)ON=C(C)C acetone isobutyryl oxime